3-cyanophenyl-acetic acid C(#N)C=1C=C(C=CC1)CC(=O)O